C(C)OC(CC(C)C)=O ethyl-3-methylbutanoate